ClC1=CC=C(C=C1)C1=CC2=C(N=CN(C2=O)C(CO)CC)C(=N1)C1=CC(=CC=C1)F 6-(4-Chlorophenyl)-8-(3-fluorophenyl)-3-(1-hydroxybut-2-yl)pyrido[3,4-d]pyrimidin-4(3H)-one